5-fluoropiperidin FC1CCCNC1